N1=CC=C(C=C1)SC=1C=C2C(=CNC2=CC1)C=1CCN(CC1)CC(C)C 5-(4-pyridinyl)thio-3-(1-isobutyl-1,2,3,6-tetrahydropyridin-4-yl)-1H-indole